N[C@@H]1C[C@H](C1)O (trans)-3-aminocyclobutanol